bis-(2-hydroxyethyl)-methylammonium OCC[NH+](C)CCO